ClC1=C(C(=O)NC2=C3C=NN(C3=CC=C2)C=2C=NC=C(C2)C)C=C(C=C1)CNC(=O)C1(CC1)O 2-chloro-5-({[(1-hydroxycyclopropyl)carbonyl]amino}methyl)-N-[1-(5-methylpyridin-3-yl)-1H-indazol-4-yl]benzamide